3-Fluoro-1-(2-methoxyethyl)piperidin-4-yl (8-amino-7-fluoro-6-(8-methyl-2,3-dihydro-1H-pyrido[2,3-b][1,4]oxazin-7-yl)isoquinolin-3-yl)carbamate NC=1C(=C(C=C2C=C(N=CC12)NC(OC1C(CN(CC1)CCOC)F)=O)C1=C(C2=C(OCCN2)N=C1)C)F